FC1=C(C=CC(=C1)F)NC=1C=C2C=CN(C2=CC1N1C=CC2=C1C(N(C=C2)C)=O)S(=O)(=O)CC (5-((2,4-difluorophenyl)amino)-1-(ethylsulfonyl)-1H-indol-6-yl)-6-methyl-1,6-dihydro-7H-pyrrolo[2,3-C]pyridin-7-one